(2RS)-1-hydroxy-3-phenylpropan OCCCC1=CC=CC=C1